ClC=1C=C(C=CC1)C1=C(C=CC(=C1)Cl)S(=O)(=O)N1CCC(CC1)(C(=O)NC\C=C\S(=O)(=O)C)F (E)-1-((3',5-dichloro-[1,1'-biphenyl]-2-yl)sulfonyl)-4-fluoro-N-(3-(methylsulfonyl)allyl)piperidine-4-carboxamide